1-(6-chlorohexyl)-1-methylpyrrolidinium bis(trifluoromethanesulfonyl)imide [N-](S(=O)(=O)C(F)(F)F)S(=O)(=O)C(F)(F)F.ClCCCCCC[N+]1(CCCC1)C